(S)-N-(5-aminopentyl)-2-(2,5-dioxo-2,5-dihydro-1H-pyrrol-1-yl)-3-hydroxypropionamide NCCCCCNC([C@H](CO)N1C(C=CC1=O)=O)=O